C1=CC=CC=2C3=CC=CC=C3N(C12)C1=CC=C(C=C1)C1=CC=C(C=C1)N1C2=CC=CC=C2C=2C=CC=CC12 bis(9H-carbazol-9-yl)-1,1'-biphenyl